decanediol dicaprylate C(CCCCCCC)(=O)OC(CCCCCCCCC)OC(CCCCCCC)=O